C(CCCCCCCCC(=O)OC1CC(N(C(C1)(C)C)OCCCCCCCC)(C)C)(=O)OC1CC(N(C(C1)(C)C)OCCCCCCCC)(C)C bis(2,2,6,6-tetramethyl-1-(octyloxy)-4-piperidinyl) decandioate